1-((trans)-4-(tert-butyl)cyclohexyl)-3-(3',4'-dimethoxy-2-(2H-tetrazol-5-yl)-[1,1'-biphenyl]-4-yl)-1-methylurea C(C)(C)(C)[C@@H]1CC[C@H](CC1)N(C(=O)NC1=CC(=C(C=C1)C1=CC(=C(C=C1)OC)OC)C=1N=NNN1)C